[C@@H](C)(CC)OC1=CC(=C(C(=C1)F)C#CC1=CC(=C(C(=C1)F)C1=CC(=C(C(=C1)F)C#N)F)F)F (R)-4'-((4-(sec-butoxy)-2,6-difluorophenyl)ethynyl)-2',3,5,6'-tetrafluoro-[1,1'-biphenyl]-4-carbonitrile